rac-(1S*,2S*)-2-(5-methoxy-2-oxopyridin-1(2H)-yl)cyclopropane-1-carboxamide COC=1C=CC(N(C1)[C@@H]1[C@H](C1)C(=O)N)=O |r|